ClC=1C=C(C=CC1)C1=CC(=C(C=C1O)O)C1=C(C(=NO1)C(=O)NCC)C1=CC=C(C=C1)CN1CCOCC1 5-(3'-chloro-4,6-dihydroxy-[1,1'-biphenyl]-3-yl)-N-ethyl-4-(4-(morpholinomethyl)phenyl)isoxazole-3-carboxamide